N(=C=S)C1=CC=C(CC(CN)N)C=C1 1-(4-isothiocyanatobenzyl)ethylenediamine